NCCCCCC(=O)OC(C)(C)C tert-Butyl 6-amino-hexanoate